4-isopropyl-1-phenyl-1,6-dihydro-7H-pyrazolo[3,4-d]pyridazin-7-one C(C)(C)C=1C2=C(C(NN1)=O)N(N=C2)C2=CC=CC=C2